(S)-5-benzyl-N-(2,4-dimethyl-5-oxo-5,6,7,8-tetrahydro-4H-thiazolo[4,5-b]azepin-6-yl)-4H-1,2,4-triazole-3-carboxamide C(C1=CC=CC=C1)C=1NC(=NN1)C(=O)N[C@H]1CCC2=C(N(C1=O)C)N=C(S2)C